4-propylcyclohexane-1-ol C(CC)C1CCC(CC1)O